FC1=C(C(=CC2=CC=CC=C12)OC)C1=CC=NN1C1OCCCC1 5-(1-fluoro-3-methoxy-naphthalen-2-yl)-1-(tetrahydro-2H-pyran-2-yl)-1H-pyrazole